quinolinyl phenyl sulfone C1(=CC=CC=C1)S(=O)(=O)C1=NC2=CC=CC=C2C=C1